2-amino-3-bromo-N,5-dimethylbenzamide NC1=C(C(=O)NC)C=C(C=C1Br)C